C(C#C)NC(C)CC1=CC2=C(C=C1)OCO2 Propargyl-3,4-methylenedioxyamphetamine